OC(CCCCCCCCCCC(=O)OC(CO)CO)CCCCCC glycerol (2-(12-hydroxy stearate))